BrC=1C=C2C(=NC1)NCC21CCCC1 5'-Bromo-1',2'-dihydrospiro[cyclopentane-1,3'-pyrrolo[2,3-b]pyridine]